tert-butyl (R)-3-(ethyl(methyl)amino)pyrrolidine-1-carboxylate C(C)N([C@H]1CN(CC1)C(=O)OC(C)(C)C)C